5-(2,2-difluoroethyl)piperidine-2,4-dione FC(CC1C(CC(NC1)=O)=O)F